C(CCCCCCCCCCCCCCCCC)(=O)OCC(OC(CCCCCCCCCCCCCCCCC)=O)CO glycerol 1,2-distearate